4-chloro-2-(pyrrolidin-1-yl)benzoic acid methyl ester COC(C1=C(C=C(C=C1)Cl)N1CCCC1)=O